3-(7-((4-((4-(2,4-difluorophenyl)piperazin-1-yl)methyl)benzyl)oxy)-5-fluoro-3-oxo-1,3-dihydro-2H-indazol-2-yl)piperidine-2,6-dione FC1=C(C=CC(=C1)F)N1CCN(CC1)CC1=CC=C(COC=2C=C(C=C3C(N(NC23)C2C(NC(CC2)=O)=O)=O)F)C=C1